OC([C@@H](C(=O)OCC1=CC(=CC(=C1)F)F)NC(=O)C=1C=CC2=C(B(OC2)O)C1C)(C)C 3,5-difluorobenzyl (S)-3-hydroxy-2-(1-hydroxy-7-methyl-1,3-dihydrobenzo[c][1,2]oxaborole-6-carboxamido)-3-methylbutanoate